Methyl 3-((3-(cyclobutylcarbamoyl)-8-((4-methoxybenzyl)(methyl)amino)imidazo[1,2-b]pyridazin-6-yl)amino)-2-oxo-2H-[1,2'-bipyridine]-5'-carboxylate C1(CCC1)NC(=O)C1=CN=C2N1N=C(C=C2N(C)CC2=CC=C(C=C2)OC)NC=2C(N(C=CC2)C2=NC=C(C=C2)C(=O)OC)=O